2-chloro-N-[2-(3,3-difluoropyrrolidin-1-yl)-4-(2-fluorophenyl)-3-pyridyl]-5,7-dihydropyrrolo[3,4-b]pyridine ClC1C=CC2=C(N1C=1C(=NC=CC1C1=C(C=CC=C1)F)N1CC(CC1)(F)F)CNC2